N-{4-(4-methyl-1,4-diazepan-1-yl)-8-oxo-11-thia-1,3,5-triazatetracyclo[8.7.0.02,7.012,17]heptadeca-2(7),3,5,9,12(17),13,15-heptaen-9-yl}(2-piperidyl)acetamide CN1CCN(CCC1)C1=NC=2N3C=4C=CC=CC4SC3=C(C(C2C=N1)=O)NC(CC1NCCCC1)=O